2-{1-[(1,4-oxaazepan-6-yl)amino]pyrido[3,4-d]pyridazin-4-yl}-5-(trifluoromethyl)phenol formate salt C(=O)O.O1CCNCC(C1)NC1=C2C(=C(N=N1)C1=C(C=C(C=C1)C(F)(F)F)O)C=NC=C2